4-chloro-N-(3-fluoro-5-(phenylethynyl)pyridin-2-yl)-1-(1-(2,2,2-trifluoroacetyl)piperidin-4-yl)-1H-pyrazole-5-carboxamide ClC=1C=NN(C1C(=O)NC1=NC=C(C=C1F)C#CC1=CC=CC=C1)C1CCN(CC1)C(C(F)(F)F)=O